CC1C(C(O)=O)(O[C@H]([C@@H]([C@H]1OC(C)=O)NC(C)=O)[C@H](OC(C)=O)[C@H](OC(C)=O)COC(C)=O)Cl methyl-N-acetyl-4,7,8,9-tetra-O-acetyl-2-chloro-2-deoxy-D-neuraminic acid